C[C@H]1[C@H]([C@H]([C@@H]([C@H](O1)OC2=CC=C(C=C2)[N+](=O)[O-])O)O)O The molecule is a beta-L-fucoside that is beta-L-fucopyranose in which the anomeric hydroxy hydrogen is replaced by a 4-nitrophenyl group. It has a role as a chromogenic compound. It is a beta-L-fucoside and a C-nitro compound. It derives from a 4-nitrophenol.